2,2'-azobis(2-methyl-propane) N(=NC(C)(C)C)C(C)(C)C